ethyl (2S)-2-[[(2S)-4-[5-[bis(2-chloroethyl)amino]-1-methyl-benzimidazol-2-yl]-2-(tert-butoxycarbonylamino)butanoyl]amino]-3-methyl-butanoate ClCCN(C1=CC2=C(N(C(=N2)CC[C@@H](C(=O)N[C@H](C(=O)OCC)C(C)C)NC(=O)OC(C)(C)C)C)C=C1)CCCl